FC1=C(C=C2CN(C(C2=C1)=O)C1=NN(C(C=C1)=O)C)B1OC(C(O1)(C)C)(C)C 6-fluoro-2-(1-methyl-6-oxo-1,6-dihydropyridazin-3-yl)-5-(4,4,5,5-tetramethyl-1,3,2-dioxaborolan-2-yl)isoindolin-1-one